[4-(cyclopropylmethoxy)phenyl]boronic acid C1(CC1)COC1=CC=C(C=C1)B(O)O